5-(2-(2-fluoro-3-methylphenylamino)-5-methylpyrimidin-4-ylamino)benzo[d]oxazol-2(3H)-one FC1=C(C=CC=C1C)NC1=NC=C(C(=N1)NC=1C=CC2=C(NC(O2)=O)C1)C